(3R,4R)-tert-butyl 3-(((2,5-dichloro-7H-pyrrolo[2,3-d]pyrimidin-4-yl)oxy)methyl)-4-methoxypyrrolidine-1-carboxylate ClC=1N=C(C2=C(N1)NC=C2Cl)OC[C@H]2CN(C[C@@H]2OC)C(=O)OC(C)(C)C